FC=1C=CC(=NC1)C1=NN2C(C3CCC2CC3)=C1C1=C3C(=NC=C1)NN=C3 2-(5-Fluoropyridin-2-yl)-3-(1H-pyrazolo[3,4-b]pyridin-4-yl)-4,5,6,7-tetrahydro-4,7-ethanopyrazolo[1,5-a]pyridine